3-(2-methoxypyridin-3-yl)-5-(2,6-diazaspiro[3.3]heptan-2-yl)pyrazolo[1,5-a]pyrimidine COC1=NC=CC=C1C=1C=NN2C1N=C(C=C2)N2CC1(C2)CNC1